NC1=C(C(=O)O)C=CC=C1OCCCC amino-3-ButoxyBenzoic Acid